C(C)C=1C=NC(=NC1)N1CCC(CC1)CCCOC1=CC(=C(C(=C1)F)C1=NOC(=N1)C(C)C)F 3-(4-(3-(1-(5-ethylpyrimidine-2-yl)piperidine-4-yl)propoxy)-2,6-difluorophenyl)-5-isopropyl-1,2,4-oxadiazole